FC(OC=1N=CC(=NC1)N[C@@H]1C[C@H](CC1)NC1=CC=C(C(=N1)C)N1C(C=CC=C1)=O)F 6'-(((1S,3S)-3-((5-(Difluoromethoxy)pyrazin-2-yl)amino)cyclopentyl)amino)-2'-methyl-2H-[1,3'-bipyridin]-2-one